ClC(Cl)(Cl)S(=O)(=O)C(Cl)(Cl)Cl bis(trichloro-methyl)sulfone